2-(diethylamino)ethyl (S)-2-(p-isobutylphenyl)propionate C(C(C)C)C1=CC=C(C=C1)[C@@H](C(=O)OCCN(CC)CC)C